N-[(Z)-4-(4-bromo-6-fluoro-benzoimidazol-1-yl)-3-fluoro-but-2-enyl]carbamic acid tert-butyl ester C(C)(C)(C)OC(NC\C=C(\CN1C=NC2=C1C=C(C=C2Br)F)/F)=O